(1S,3R,4S)-N-((S)-1-cyano-2-((R)-2-oxopiperidin-3-yl)ethyl)-2-(2,7-difluoro-9-hydroxy-9H-fluorene-9-carbonyl)-5,5-difluoro-2-azabicyclo[2.2.2]octane-3-carboxamide C(#N)[C@H](C[C@@H]1C(NCCC1)=O)NC(=O)[C@@H]1N([C@@H]2CC([C@H]1CC2)(F)F)C(=O)C2(C1=CC(=CC=C1C=1C=CC(=CC21)F)F)O